COC(=O)C1=CC2=C(C=CC=C2C=C1)C1(CC1)NC(C1=C(C=CC(=C1)OCC1N(CC1)C)C)=O.FC(C1=CC=C(C(=O)N)C(=C1)[2H])(F)F 4-(trifluoromethyl)benzamide-6-d Methyl-8-(1-(2-methyl-5-((1-methylazetidin-2-yl)methoxy)benzamido)cyclopropyl)-2-naphthoate